2-((Benzylamino)methyl)-5-methyl-N-(1-(naphthalen-1-yl)cyclopropyl)-1H-indole-6-carboxamide C(C1=CC=CC=C1)NCC=1NC2=CC(=C(C=C2C1)C)C(=O)NC1(CC1)C1=CC=CC2=CC=CC=C12